S(C)(=O)(=O)O.FC=1C=C(C=CC1)C1N(C2=CC=C(C=C2CC1)OC1=CC=NC2=CC(=C(C=C12)OC)OC)C(=O)N (3-fluorophenyl)-6-(6,7-dimethoxyquinolin-4-yloxy)-3,4-dihydroquinoline-1(2H)-carboxamide mesylate